NC1=NC=CC=C1C1=NC=2C(=NC(=CC2)C2=CC=CC=C2)N1C=1C=CC(=NC1C)NC(=O)C1CC(CC1)C(C(=O)O)C 2-(3-((5-(2-(2-aminopyridin-3-yl)-5-phenyl-3H-imidazo[4,5-b]pyridin-3-yl)-6-methylpyridin-2-yl)carbamoyl)cyclopentyl)propanoic acid